CC1CCCCC1NC 6,N-dimethylcyclohexylamine